BrC1=CC(=C(C(=O)NOC(C(C)(C)C)=O)C=C1)C 4-bromo-2-methyl-N-(pivaloyloxy)benzamide